[O-2].[Y+3].[Co+2].[Li+].[O-2].[O-2] lithium cobalt yttrium oxide